C(C)S(=O)(=O)N1CC(C1)(N1N=CC(=C1)C=1C2=C(N=CN1)N(C=C2)C(C(C)C2=CC(=CC=C2)OC2=CC=CC=C2)=O)CC#N 2-(1-(ethylsulfonyl)-3-(4-(7-(2-(3-phenoxy-phenyl)propanoyl)-7H-pyrrolo[2,3-d]pyrimidin-4-yl)-1H-pyrazol-1-yl)azetidin-3-yl)acetonitrile